COC1=CC=C(C=C1)[C@H](O)C1=CC=CC=C1 (R)-4-methoxyphenyl-phenylmethanol